ClC1=C(C(N(N=C1)CC1=CC=C(C=C1)OC)=O)CC(=O)OCC ethyl 2-(5-chloro-2-(4-methoxybenzyl)-3-oxo-2,3-dihydropyridazin-4-yl)acetate